4-(7-methoxyquinoline-4-yl)-2-methylphenol malonate C(CC(=O)O)(=O)O.COC1=CC=C2C(=CC=NC2=C1)C1=CC(=C(C=C1)O)C